5-ethynyl-6-fluoro-4-(2-(((2R,7aS)-2-fluorotetrahydro-1H-pyrrolizin-7a(5H)-yl)methoxy)-5-(phenylamino)pyrido[4,3-d]pyrimidin-7-yl)naphthalen-2-ol C(#C)C1=C2C(=CC(=CC2=CC=C1F)O)C1=CC=2N=C(N=CC2C(=N1)NC1=CC=CC=C1)OC[C@]12CCCN2C[C@@H](C1)F